Trimethylol-propan C(O)C(CC)(CO)CO